N-(4-chloro-2-fluoro-3-{6-oxo-4-[6-(trifluoromethyl)pyridin-3-yl]-1,6-dihydropyrimidin-2-yl}benzyl)isobutyramide ClC1=C(C(=C(CNC(C(C)C)=O)C=C1)F)C=1NC(C=C(N1)C=1C=NC(=CC1)C(F)(F)F)=O